benzyl (R)-3-[[2-[6-(4-acetylpiperazin-1-yl)-4-oxoquinazolin-3-yl]acetyl]amino]-3-(4-chlorophenyl)propanoate C(C)(=O)N1CCN(CC1)C=1C=C2C(N(C=NC2=CC1)CC(=O)N[C@H](CC(=O)OCC1=CC=CC=C1)C1=CC=C(C=C1)Cl)=O